N1CN=CC(=C1)C(=O)[O-] Dihydropyrimidine-5-carboxylate